FC(CS(=O)(=O)N1CCC(CC1)NC(CC=1N=CC2=CC=C(C=C2C1)C1=NC(=CC=C1)N1C[C@@H](O[C@@H](C1)C)C)=O)F N-(1-((2,2-difluoroethyl)sulfonyl)piperidin-4-yl)-2-(6-(6-((cis)-2,6-dimethylmorpholino)pyridin-2-yl)isoquinolin-3-yl)acetamide